C(C1=CC=CC=C1)N(C(S)=N)C benzyl-methyl-isothiourea